C(C)OP(=O)(OCC)\N=C/1\NC=C(N1)C(=O)OCC ethyl (Z)-2-((diethoxyphosphoryl)imino)-2,3-dihydro-1H-imidazole-4-carboxylate